4-(4-(trifluoromethoxy)phenyl)-1H-benzo[d]imidazole-6-carboxylic acid methyl ester COC(=O)C=1C=C(C2=C(NC=N2)C1)C1=CC=C(C=C1)OC(F)(F)F